8-bromo-6-methoxy-2-methylquinolin-4-ol BrC=1C=C(C=C2C(=CC(=NC12)C)O)OC